2,2-bis(4-amino-3-methylphenyl)propane NC1=C(C=C(C=C1)C(C)(C)C1=CC(=C(C=C1)N)C)C